2-Ethyl 7-bromo-6-chloro-8-[(2-hydroxyethyl)[(4-methoxyphenyl)methyl]amino]imidazo[1,2-b]pyridazine-3-carboxylate BrC1=C(C=2N(N=C1Cl)C(=CN2)C(=O)OCC)N(CC2=CC=C(C=C2)OC)CCO